6-tert-butyloxycarbonyl-L-lysine C(C)(C)(C)OC(=O)C(CCC[C@H](N)C(=O)O)N